4-[2-Cyclopropyl-6-(4-fluoro-6-{hexahydrofuro[3,2-b]pyrrol-4-ylmethyl}-1-oxo-3H-isoindol-2-yl)pyridin-4-yl]-3-(4-methyl-1,2,4-triazol-3-yl)benzonitrile C1(CC1)C1=NC(=CC(=C1)C1=C(C=C(C#N)C=C1)C1=NN=CN1C)N1C(C2=CC(=CC(=C2C1)F)CN1C2C(CC1)OCC2)=O